Cl.N1=NC=C2N1C=CC(=C2)C2=C(C=CC=C2)O ([1,2,3]triazolo[1,5-a]pyridin-5-yl)phenol hydrochloride